B(O)(O)C1=CC=C(C=C1)CC(C(=O)O)NC(=O)OC(C)(C)C 3-(4-boronophenyl)-2-((tert-butoxycarbonyl)amino)propanoic acid